ClC1=NC=C(C(=C1)C1=C(C=NC(=C1)C)C(=O)NC=1SC=2N=C(N=CC2N1)NC[C@H](C)O)OC 2'-chloro-N-(5-{[(2S)-2-hydroxypropyl]amino}-[1,3]thiazolo[5,4-d]pyrimidin-2-yl)-5'-methoxy-6-methyl-[4,4'-bipyridine]-3-carboxamide